(3S)-4-(dimethylamino)-3-[9H-fluoren-9-ylmethoxycarbonyl(methyl)amino]-4-oxobutanoic acid CN(C([C@H](CC(=O)O)N(C)C(=O)OCC1C2=CC=CC=C2C=2C=CC=CC12)=O)C